2-(3,7-dimethyl-2,6-octadienamido)-3-hydroxybutyric acid CC(=CC(=O)NC(C(=O)O)C(C)O)CCC=C(C)C